N-((3S,4R)-3-fluoro-1-methylpiperidin-4-yl)-2-(3-((4-(methylsulfonyl)-2H-spiro[benzofuran-3,1'-cyclopropane]-7-yl)amino)prop-1-yn-1-yl)-1-(2,2,2-trifluoroethyl)-1H-indol-4-amine F[C@H]1CN(CC[C@H]1NC=1C=2C=C(N(C2C=CC1)CC(F)(F)F)C#CCNC1=CC=C(C2=C1OCC21CC1)S(=O)(=O)C)C